2-[[ethylhydroxyphosphino]oxy]glutaric acid C(C)P(OC(C(=O)O)CCC(=O)O)O